7-bromo-5-methyl-4-oxo-4,5-dihydrofuro[3,2-c]pyridine-2-carboxylic acid BrC=1C2=C(C(N(C1)C)=O)C=C(O2)C(=O)O